FC(C)(C)C1=NC(=CC(=N1)N1N=C(C=2C=NC(=CC21)NC(C)=O)N2CC(CC2)(N2CCCC2)C)C N-(1-(2-(2-fluoroprop-2-yl)-6-methylpyrimidin-4-yl)-3-(3'-methyl-[1,3'-bipyrrolidine]-1'-yl)-1H-pyrazolo[4,3-C]pyridin-6-yl)acetamide